methyl (R)-3-tert-butyldimethylsilyloxy-6-dimethoxyphosphinyl-5-methyloxohexanoate [Si](C)(C)(C(C)(C)C)O[C@@H](C(C(=O)OC)=O)CC(CP(=O)(OC)OC)C